(1S)-1-(3-bromophenyl)ethanamine BrC=1C=C(C=CC1)[C@H](C)N